N-benzoyloxy-1-(4-phenylmercaptophenyl)-3-cyclopentylpropane-1-one-2-imine C(C1=CC=CC=C1)(=O)ON=C(C(=O)C1=CC=C(C=C1)SC1=CC=CC=C1)CC1CCCC1